C(C)(C)OC1=CC(=C(C=C1)B(O)O)C 4-isopropoxy-2-methylphenyl-boronic acid